[N+](=O)([O-])C1=C(C=C(C(=C1)OC)OC)C1OCOC1C1=C(C=C(C(=C1)OC)OC)[N+](=O)[O-] 4,5-bis(2-nitro-4,5-dimethoxyphenyl)-1,3-dioxolane